CC(C)(OC(=O)NC1=CC=C(C=C1)C(C(=O)OCC)(F)F)C Ethyl 4-[[(1,1-dimethylethoxy) carbonyl] amino]-α,α-difluorophenylacetate